N-(2-amino-5-bromo-3-pyridyl)butanamide NC1=NC=C(C=C1NC(CCC)=O)Br